4-methylpyridin-2-ol dihydrochloride Cl.Cl.CC1=CC(=NC=C1)O